Cl.Cl.FC1=CC(=CC2=CN(N=C12)C)C=1C=C(C(=NC1)C=1N=NC(=CC1)N1C[C@@H](N([C@@H](C1)C)C)C)O 5-(7-fluoro-2-methyl-2H-indazol-5-yl)-2-{6-[(3s,5r)-3,4,5-trimethylpiperazin-1-yl]pyridazin-3-yl}pyridin-3-ol dihydrochloride